The molecule is a tricarboxylic acid trianion resulting from the deprotonation of all three carboxy groups of vibrioferrin. The major species at pH 7.3. It has a role as a marine metabolite and a siderophore. It is a conjugate base of a vibrioferrin. C[C@@H](C(=O)NCCOC(=O)C[C@](CC(=O)[O-])(C(=O)[O-])O)N1C(=O)CCC1(C(=O)[O-])O